1-amino-N-(3-(1-(3,5-dichlorophenyl)-3-(3,3-dimethylmorpholine-4-carbonyl)-7-hydroxy-1,4-dihydrochromeno[4,3-c]pyrazol-8-yl)phenyl)-3,6,9,12-tetraoxapentadecan-15-amide NCCOCCOCCOCCOCCC(=O)NC1=CC(=CC=C1)C1=CC2=C(C=C1O)OCC1=C2N(N=C1C(=O)N1C(COCC1)(C)C)C1=CC(=CC(=C1)Cl)Cl